[5-chloro-6-(pyrimidin-2-yl)-1H-pyrrolo[2,3-b]pyridin-3-yl][(2R,6R)-1-(5-fluoro-3-iodopyridin-2-yl)-2,6-dimethylpiperidin-4-yl]methanone ClC=1C=C2C(=NC1C1=NC=CC=N1)NC=C2C(=O)C2C[C@H](N([C@@H](C2)C)C2=NC=C(C=C2I)F)C